[Cl-].[NH2+]1CCC2(CC1)CNC1=CC=CC=C12 spiro[indolin-3,4'-piperidin]-1'-ium chloride